C(C(=O)OCC(F)(F)F)(=O)OC(C)(C)C tert-butyl 2,2,2-trifluoroethyl oxalate